4-(5-(3-((5-cyano-4-(4-fluorophenyl)thiazol-2-yl)(methyl)amino)-2-ethylimidazo[1,2-a]pyridin-6-yl)pyrimidin-2-yl)-N-(1-methylazetidin-3-yl)piperazine-1-carboxamide C(#N)C1=C(N=C(S1)N(C1=C(N=C2N1C=C(C=C2)C=2C=NC(=NC2)N2CCN(CC2)C(=O)NC2CN(C2)C)CC)C)C2=CC=C(C=C2)F